CC1=NC=NC=C1C(=O)NC(CCC=CC(=O)O)C=O.C(C1CO1)OCCC[Si](OCC)(OCC)C (3-glycidoxypropyl)methyl-diethoxysilane 6-(4-methylpyrimidine-5-carboxamido)-7-oxohept-2-enoate